C(C)(C)(C)C1=NN(C=C1OC1=CC=C(C=C1)N)C(=O)O.NC1=CC=C(OC=2C=NN(C2)C(=O)OC(C)(C)C)C=C1 tert-butyl 4-(4-aminophenoxy)-1H-pyrazole-1-carboxylate (tert-butyl 4-(4-aminophenoxy)-1H-pyrazole-1-carboxylate)